NCC=1C=NC(=NC1)C1=C(OC2=CC(=NN2C)C(=O)N(C)C)C=C(C=C1)C#N 5-[2-[5-(aminomethyl)pyrimidin-2-yl]-5-cyanophenoxy]-N,N,1-trimethylpyrazole-3-carboxamide